3-(3-chloro-4-fluorophenyl)-1-(8,10-difluoro-6-oxo-1,2,3,4,5,6-hexahydrophenanthridin-1-yl)-1-methylurea ClC=1C=C(C=CC1F)NC(N(C)C1CCCC=2NC(C3=CC(=CC(=C3C12)F)F)=O)=O